(S)-4-cyano-N-((5-(1-cyclopropylethyl)-2,3-dihydro-1H-inden-4-yl)carbamoyl)-1-isopropyl-1H-pyrazole-3-sulfonamide C(#N)C=1C(=NN(C1)C(C)C)S(=O)(=O)NC(NC1=C2CCCC2=CC=C1[C@@H](C)C1CC1)=O